S(=O)(OC)OC dimethyl sulfite